N(=[N+]=[N-])CCCCCCNC(CCCCCC1=CC=C(C=C1)CC(=O)NCCCC[C@@H](C(=O)OC(C)(C)C)NC(=O)N[C@H](C(=O)OC(C)(C)C)CCC(=O)OC(C)(C)C)=O Ditert-butyl (2S)-2-[[(1S)-5-[[2-[4-[6-(6-azidohexylamino)-6-oxo-hexyl]phenyl]acetyl]amino]-1-tert-butoxycarbonyl-pentyl]carbamoylamino]pentanedioate